COC(=O)C1=CN=CC2=C1NC=1C=CC(=CC21)C#N 8-cyano-5H-pyrido[4,3-b]indole-4-carboxylic acid methyl ester